3-oxa-1,7-diazaspiro[4.4]nonane-7-carboxamide N1COCC12CN(CC2)C(=O)N